3-Chlorobenzyl ((S)-3-cyclohexyl-1-(((S)-1,5-dioxo-5-(1,2,4,5-tetrahydro-3H-benzo[d]azepin-3-yl)pentan-2-yl)amino)-1-oxopropan-2-yl)carbamate C1(CCCCC1)C[C@@H](C(=O)N[C@H](C=O)CCC(N1CCC2=C(CC1)C=CC=C2)=O)NC(OCC2=CC(=CC=C2)Cl)=O